(2-(2-fluorophenyl)-1H-imidazol-5-yl)methanol FC1=C(C=CC=C1)C=1NC(=CN1)CO